(S)-4-(1-(5-(6-chloro-7-fluoro-3-(1H-imidazol-1-yl)-5-methoxy-1-methyl-1H-indol-2-yl)-1H-1,2,4-triazol-3-yl)ethyl)morpholine ClC1=C(C=C2C(=C(N(C2=C1F)C)C1=NC(=NN1)[C@H](C)N1CCOCC1)N1C=NC=C1)OC